(1-(3-(4-chloro-2-methyl-2H-indazol-5-yl)-4-cyano-1H-pyrazolo[3,4-d]pyrimidin-6-yl)-4-(2-fluorophenyl)piperidin-4-yl)carbamic acid tert-butyl ester C(C)(C)(C)OC(NC1(CCN(CC1)C1=NC(=C2C(=N1)NN=C2C2=C(C1=CN(N=C1C=C2)C)Cl)C#N)C2=C(C=CC=C2)F)=O